OC=1N=C2N(C(C1)=O)C=C(S2)N2CCN(CC2)C(=O)OC(C)(C)C tert-butyl 4-(7-hydroxy-5-oxo-thiazolo[3,2-a]pyrimidin-2-yl)piperazine-1-carboxylate